OC[C@H]1N(C[C@@H]([C@H]([C@@H]1O)O)O)C[C@@H]1CN(CC1)C=1C(=NC=NC1)C(F)(F)F (2R,3R,4R,5S)-2-(hydroxymethyl)-1-(((R)-1-(4-(trifluoromethyl)pyrimidin-5-yl)pyrrolidin-3-yl)methyl)piperidine-3,4,5-triol